C(C)(C)(C)OC(=O)NC=1N=C(N(C1)C)C(=O)NC=1C=C(N(C1)C)C(=O)NCCC(=O)NC=1N=C(N(C1)C)C(=O)NC=1C=C(N(C1)C)C(=O)O 4-(4-[3-[(4-[4-[(tert-butoxycarbonyl)amino]-1-methylimidazole-2-amido]-1-methylpyrrol-2-yl)formamido]propanamido]-1-methylimidazole-2-amido)-1-methylpyrrole-2-carboxylic acid